N1(CCSCC1)C(=O)C=1C=C(C=CC1)B(O)O 3-(THIOMORPHOLIN-4-YLCARBONYL)BENZENEBORONIC ACID